1-cyclopropyl-4-iodo-pyrazole C1(CC1)N1N=CC(=C1)I